6-cyclopropoxy-N-(2-methanesulfonylpyridin-3-yl)pyridine-3-carboxamide C1(CC1)OC1=CC=C(C=N1)C(=O)NC=1C(=NC=CC1)S(=O)(=O)C